Dodecyl 1-D-glucopyranoside O(C1[C@H](O)[C@@H](O)[C@H](O)[C@H](O1)CO)CCCCCCCCCCCC